N=[Fe].[NH+]1=CC=CC=C1 pyridinium iminoiron salt